C(CCCCCC(C)C)OC(=O)C1C(CCCC1)C(=O)O.ClC1=NC(=NC(=C1)OC1CC1)C(F)(F)F 4-chloro-6-cyclopropyloxy-2-(trifluoromethyl)pyrimidine isononyl-1,2-cyclohexanedicarboxylate